methyl-(3-(4-ethoxy-3-methoxyphenyl) acryloyl)-L-alaninate CN([C@@H](C)C(=O)[O-])C(C=CC1=CC(=C(C=C1)OCC)OC)=O